8-(chloromethyl)isoquinoline ClCC=1C=CC=C2C=CN=CC12